4-(6-((2,3-dihydroxypropyl)-amino)isoindolin-4-yl)benzonitrile HCl Cl.OC(CNC1=CC(=C2CNCC2=C1)C1=CC=C(C#N)C=C1)CO